(R)-6-((1-hydroxyoctadeca-2-yl)oxy)nicotinonitrile OC[C@@H](CCCCCCCCCCCCCCCC)OC1=NC=C(C#N)C=C1